4-(3-bromo-4,5-dimethoxyphenyl)buten-2-one BrC=1C=C(C=C(C1OC)OC)C=CC(C)=O